3,3-dimethylbiphenol CC1(C(=C(C=CC1)O)C=1C(=CC=CC1)O)C